BrC=1C(=NC=NC1C)N[C@@H]1C[C@@H]([C@@H]2[C@H]1OC(O2)(C)C)O |r| (+/-)-(3aR,4S,6R,6aS)-6-((5-bromo-6-methylpyrimidin-4-yl)amino)-2,2-dimethyltetrahydro-4H-cyclopenta[d][1,3]dioxol-4-ol